C(C)N(C(=O)N1CC=2NC(=NC2C1)C1=NC=CC(=C1)C1=C(N=C2N1CCC2)C2=NC(=CC=C2)C)C N-Ethyl-N-methyl-2-(4-(2-(6-methylpyridin-2-yl)-6,7-dihydro-5H-pyrrolo[1,2-a]imidazol-3-yl)pyridin-2-yl)-4,6-dihydropyrrolo[3,4-d]imidazol-5(1H)-carboxamide